C(C)C=1C(NC=2C=C(C=NC2C1)CN1CCN(CC1)CC1CCN(CC1)C(=O)OCCCC)=O butyl 4-((4-((7-ethyl-6-oxo-5,6-dihydro-1,5-naphthyridin-3-yl)methyl)-piperazin-1-yl)methyl)piperidine-1-carboxylate